S(=O)(=O)(OCC)OCCC(F)F ethyl (3,3-difluoropropyl) sulfate